1-(5,7-difluoro-3-methylbenzofuran-2-yl)-2-methylpropan-1-one FC=1C=C(C2=C(C(=C(O2)C(C(C)C)=O)C)C1)F